N-((3-fluoro-4-(methylamino)pyridin-2-yl)methyl)-3-(oxetan-3-yl)-1-(4-((2-oxopyridin-1(2H)-yl)methyl)benzyl)-1H-pyrazole-4-carboxamide FC=1C(=NC=CC1NC)CNC(=O)C=1C(=NN(C1)CC1=CC=C(C=C1)CN1C(C=CC=C1)=O)C1COC1